4-methylthio-5-(4,4,5,5-tetramethyl-1,3,2-dioxaborolan-2-yl)pyrimidine CSC1=NC=NC=C1B1OC(C(O1)(C)C)(C)C